FC=1C(=NC=CC1C1=CC=C(C=C1)F)N1N=C(C=C1)NC(C1=C(C=CC=C1)C(F)(F)F)=O N-{1-[3-fluoro-4-(4-fluorophenyl)pyridin-2-yl]-1H-pyrazol-3-yl}-2-(trifluoromethyl)benzamide